3-((4-(Dimethylphosphoryl)-2-(4-(trifluoromethyl)anilino)pyridin-3-yl)amino)azetidine-1-carboxylic acid tert-butyl ester C(C)(C)(C)OC(=O)N1CC(C1)NC=1C(=NC=CC1P(=O)(C)C)NC1=CC=C(C=C1)C(F)(F)F